2-((S)-4-((R)-4-chloro-2'-(((2S,5S)-1,5-dimethylpyrrolidin-2-yl)methoxy)-2,3,5',8'-tetrahydro-6'H-spiro[indene-1,7'-quinazolin]-4'-yl)-1-(2-fluoroacryloyl)piperazin-2-yl)acetonitrile ClC1=C2CC[C@@]3(CCC=4C(=NC(=NC4C3)OC[C@H]3N([C@H](CC3)C)C)N3C[C@@H](N(CC3)C(C(=C)F)=O)CC#N)C2=CC=C1